ClC1=NC(=CC2=C1C=C(N2)C(=O)O)Cl 4,6-dichloro-1H-pyrrolo[3,2-c]pyridine-2-carboxylic acid